BrC1=NN=C(S1)CN1C2(CC2)C(N(C1=O)[C@H](C(F)(F)F)C1=C(C=C(C=C1)C1=CC=C(C=C1)F)F)=O (S)-4-((5-bromo-1,3,4-thiadiazol-2-yl)methyl)-6-(1-(3,4'-difluoro-[1,1'-biphenyl]-4-yl)-2,2,2-trifluoroethyl)-4,6-diazaspiro[2.4]heptane-5,7-dione